N-({4-amino-1-methyl-1H-pyrazolo[4,3-c]quinolin-7-yl}methyl)-N-(4-fluoro-2-methanesulfonylphenyl)-5-(trifluoromethyl)pyridine-3-carboxamide NC1=NC=2C=C(C=CC2C2=C1C=NN2C)CN(C(=O)C=2C=NC=C(C2)C(F)(F)F)C2=C(C=C(C=C2)F)S(=O)(=O)C